The molecule is a 1,2-diacyl-sn-glycero-3-phosphocholine having palmitoyl and 5-oxovaleryl groups at the 1- and 2-positions respectively. It is a conjugate acid of a 1-O-palmitoyl-2-O-(5-oxovaleryl)-sn-glycero-3-phosphocholine. CCCCCCCCCCCCCCCC(=O)OC[C@H](COP(=O)(O)OCC[N+](C)(C)C)OC(=O)CCCC=O